C(C)N1C2=NC(=NC(=C2N=C1)N1CCOCC1)N1N=C(C(=C1)C=1C=NC=CC1)OC 4-(9-ethyl-2-(3-methoxy-4-(pyridin-3-yl)-1H-pyrazol-1-yl)-9H-purin-6-yl)morpholine